C(C)C(CCCC=1SC=CC1)CC 4-ethylhexyl-thiophene